FC1=CC(=C(OC2=NC=CC=N2)C=C1)C1=NC=NN1C(C)C {4-fluoro-2-[1-(propan-2-yl)-1H-1,2,4-triazol-5-yl]phenoxy}pyrimidine